(2S)-1-[4-[1-[6-(5-cyclopropyl-4H-1,2,4-triazol-3-yl)-2-azaspiro[3.3]heptane-2-carbonyl]azetidin-3-yl]phenyl]pyrrolidine-2-carboxamide C1(CC1)C=1NC(=NN1)C1CC2(CN(C2)C(=O)N2CC(C2)C2=CC=C(C=C2)N2[C@@H](CCC2)C(=O)N)C1